NC=1C=CC(=C2CN(C(C12)=O)CC(=C)C1=CC(=NC=C1)C#N)C=1C=C2C(=NNC2=CC1)C=1SC=CC1 4-(3-{7-amino-1-oxo-4-[3-(thiophen-2-yl)-1H-indazol-5-yl]-2,3-dihydro-1H-isoindol-2-yl}prop-1-en-2-yl)pyridine-2-carbonitrile